O1C=C(C=C1)B1OC(C(O1)(C)C)(C)C 2-(furan-3-yl)-4,4,5,5-tetramethyl-1,3,2-dioxaborolane